[(1S)-2-[[cyano(3-pyridyl)methyl]amino]-1-(cyclopropylmethyl)-2-oxo-ethyl]-7-fluoro-1H-indole-2-carboxamide C(#N)C(C=1C=NC=CC1)NC([C@H](CC1CC1)N1C(=CC2=CC=CC(=C12)F)C(=O)N)=O